O=C(\C=C\C1=CC=CC=C1)N1CCCCC1 1-(1-oxo-3-phenyl-2E-propenyl)-piperidine